4-benzyl-1-((5-(4-(trifluoromethyl)phenyl)-4H-1,2,4-triazol-3-yl)methyl)piperidine C(C1=CC=CC=C1)C1CCN(CC1)CC1=NN=C(N1)C1=CC=C(C=C1)C(F)(F)F